ClC=1C(=CC=C2N=CC(=NC12)C=1C=NN(C1)CC1CC(C1)=O)OC=1C=CC2=C(NC(=N2)C)C1 3-((4-(8-Chloro-7-((2-methyl-1H-benzo[d]imidazol-6-yl)oxy)quinoxalin-2-yl)-1H-pyrazol-1-yl)methyl)cyclobutanone